CC(C)(C1=CC=C(C=C1)O)C2=CC(=CC=C2)C(C)(C)C3=CC=C(C=C3)O 4,4'-(1,3-phenylenediisopropylidene)bisphenol